C(C1=CC=CC=C1)N(C1CCC(CC1)C(C)O)CC1=CC=CC=C1 1-((1r,4S)-4-(dibenzylamino)cyclohexyl)ethan-1-ol